tellurium-arsenic-indium [In].[As].[Te]